C(C)C1CCC(=O)O1 γ-Ethyl-γ-Butyrolacton